OCCCCCC(=O)OCCCCO δ-hydroxybutyl ε-hydroxycaproate